OC1=CC=C(C(=O)N/N=C/C=2OC(=CC2)[N+](=O)[O-])C=C1 (E)-4-hydroxy-N'-((5-nitrofuran-2-yl)methylene)benzohydrazide